3-methylpiperazine-1-carbonitrile CC1CN(CCN1)C#N